2-((6aS)-8-(azepan-4-yl)-6,6a,7,8,9,10-hexahydro-5H-pyrazino[1',2':4,5]pyrazino[2,3-c]pyridazin-2-yl)phenol N1CCC(CCC1)N1C[C@H]2N(C=3C(=NN=C(C3)C3=C(C=CC=C3)O)NC2)CC1